1-(2-(dimethylamino)ethyl)-N4-(5-fluoro-4-(1-methyl-1H-indol-3-yl)-7-tosyl-7H-pyrrolo[2,3-d]pyrimidin-2-yl)-N1-methyl-2-nitrobenzene-1,4-diamine CN(CCC1(C(C=C(C=C1)NC=1N=C(C2=C(N1)N(C=C2F)S(=O)(=O)C2=CC=C(C)C=C2)C2=CN(C1=CC=CC=C21)C)[N+](=O)[O-])NC)C